2-Isopropyliden-5-methyl-4-hexen-1-ylbutyrat C(C)(C)=C(C(=O)[O-])CCC=CCCC(C)C